(5aR,5bS,7aS,8S,10aS,10bR)-2-((4-ethylpiperazin-1-yl)amino)-5a,7a-dimethyl-5,5a,5b,6,7,7a,8,9,10,10a,10b,11-dodecahydro-4H-cyclopenta[7,8]phenanthro[2,1-d]thiazol-8-yl propionate C(CC)(=O)O[C@H]1CC[C@@H]2[C@@]1(CC[C@@H]1[C@]3(CCC=4N=C(SC4C3=CC[C@@H]21)NN2CCN(CC2)CC)C)C